C(#N)C1=NC(=NC=C1F)N1CCC(CC1)C(=O)O 1-(4-cyano-5-fluoro-pyrimidin-2-yl)piperidine-4-carboxylic acid